ClC=1C=C(C=C(C1)NS(=O)(=O)C)NC(=O)C=1SC(=C(C1)C1=NC=CC=C1OC(C)C1=CC(=CC(=C1)F)F)C N-(3-chloro-5-(methylsulfonamido)phenyl)-4-(3-(1-(3,5-difluorophenyl)ethoxy)pyridin-2-yl)-5-methylthiophene-2-carboxamide